7-[5-(4-benzyl-1-piperazinyl)pentyloxy]-3-acetylcoumarin oxime C(C1=CC=CC=C1)N1CCN(CC1)CCCCCOC1=CC=C2C=C(C(OC2=C1)=NO)C(C)=O